C(C)OP1(OC(=C(CC1)[Se]C1=CC=CC=C1)C1=CC=C(C=C1)OC1=CC=CC=C1)=O 2-Ethoxy-6-(4-phenoxyphenyl)-5-(phenylselanyl)-3,4-dihydro-1,2-oxaphosphinine 2-oxide